CC=1C(=NC=C(C1)C1=CC=C(C=C1)NC([C@@H]1N(CCC1)C(NC1=CC=C(C=C1)C(C)C)=O)=O)C(=O)O 3-methyl-5-{4-[(1-{[4-(propan-2-yl)phenyl]carbamoyl}-D-prolyl)amino]phenyl}pyridine-2-carboxylic acid